(4-(isopropylamino)-6-(6-(trifluoromethyl)pyridin-2-yl)-1,3,5-triazin-2-ylamino)nicotinonitrile C(C)(C)NC1=NC(=NC(=N1)C1=NC(=CC=C1)C(F)(F)F)NC1=C(C#N)C=CC=N1